C1(CCC1)CNC=1C2=C(N=C(N1)NC1=C(C=C(C=C1)S(=O)(=O)C)OC)NC=C2C(F)(F)F N4-(cyclobutylmethyl)-N2-(2-methoxy-4-(methylsulfonyl)phenyl)-5-(trifluoromethyl)-7H-pyrrolo[2,3-d]pyrimidine-2,4-diamine